5-bromo-6-chloro-pyridine-3-carboxylic acid BrC=1C=C(C=NC1Cl)C(=O)O